3-(4-(allyloxy)-3-methoxyphenyl)-N-((2-(trifluoromethyl)phenyl)aminomethyl)acrylamide C(C=C)OC1=C(C=C(C=C1)C=CC(=O)NCNC1=C(C=CC=C1)C(F)(F)F)OC